CN1N=C(C2=CC=C(C=C12)C1(C(CCCC1)=O)CC#N)C 2-[1-(1,3-dimethylindazol-6-yl)-2-oxo-cyclohexyl]acetonitrile